(1aR,5aR)-2-(2,4-Difluoro-phenyl)-1a,2,5,5a-tetrahydro-1H-2,3-diaza-cyclopropa[a]pentalene-4-carboxylic acid (2-morpholin-4-yl-pyridin-3-yl)-amide N1(CCOCC1)C1=NC=CC=C1NC(=O)C=1C=2C[C@@H]3[C@H](C2N(N1)C1=C(C=C(C=C1)F)F)C3